N-(2-(4-((2S,5S)-4-cyclopropyl-2,5-dimethylpiperazine-1-yl)piperidine-1-yl)-5-((6-((R)-3-(3,5-difluorophenyl)isoxazolidine-2-yl)pyrimidine-4-yl)amino)-4-methoxyphenyl)acrylamide C1(CC1)N1C[C@@H](N(C[C@@H]1C)C1CCN(CC1)C1=C(C=C(C(=C1)OC)NC1=NC=NC(=C1)N1OCC[C@@H]1C1=CC(=CC(=C1)F)F)NC(C=C)=O)C